4-[bis(2-chloroethyl)amino]4-(3-chloro-4-fluoroanilino)-7-methoxy-6-aminoquinazolineamide ClCCN(C1(NC(=NC2=CC(=C(C=C12)N)OC)C(=O)N)NC1=CC(=C(C=C1)F)Cl)CCCl